COC1CC(OCC1)COC1=CC=C(C=C1)C=1C=C(C(NC1C(F)(F)F)=O)C(=O)N 5-(4-((4-methoxytetrahydro-2H-pyran-2-yl)methoxy)phenyl)-2-oxo-6-(trifluoromethyl)-1,2-dihydropyridine-3-carboxamide